C(#N)C1=NC=CC(=N1)C1(CCCC1)NC(OCC=1C=C(C=CC1)C1=CC=C(C=C1)S(=O)(=O)C)=O (4'-(methylsulfonyl)-[1,1'-biphenyl]-3-yl)methyl (1-(2-cyanopyrimidin-4-yl)cyclopentyl)carbamate